(S)-4-(6-(4-(3-methoxypyrrolidine-1-carbonyl)piperazin-1-yl)pyridin-3-yl)-6-(1-methyl-1H-pyrazol-4-yl)pyrazolo[1,5-a]Pyrazine CO[C@@H]1CN(CC1)C(=O)N1CCN(CC1)C1=CC=C(C=N1)C=1C=2N(C=C(N1)C=1C=NN(C1)C)N=CC2